NC=1C(=C(C=NC1)C=O)Cl 5-AMINO-4-CHLORO-PYRIDINE-3-CARBALDEHYDE